2-(4-chloro-2-fluorophenyl)-2-methylbenzene ClC1=CC(=C(C=C1)C1(CC=CC=C1)C)F